(E)-N-(3,4-difluoro-2-(pyridin-2-yloxy)phenyl)-3-(4-methoxyphenyl)acrylamide FC=1C(=C(C=CC1F)NC(\C=C\C1=CC=C(C=C1)OC)=O)OC1=NC=CC=C1